hexanedioic acid tert-butyl ester C(C)(C)(C)OC(CCCCC(=O)O)=O